BrC1=C(C=C2C(=N1)C(CN2C(C)=O)(C)C)CC2=CC(=CC=C2)F 1-[5-bromo-6-(3-fluoro-benzyl)-3,3-dimethyl-2,3-dihydro-pyrrolo[3,2-b]pyridin-1-yl]-ethanone